C(CCCCCCCCCCC)N[C@@H](CCCNC(N)=N)C(=O)O laurylarginine